Potassium isooctyl-sulfonate C(CCCCC(C)C)S(=O)(=O)[O-].[K+]